C[C@H]1N(CCOC1)C=1N=C2N(C(C1)=O)CC[C@H](N2CC(C2CCNCC2)=O)C(F)(F)F (S)-2-((R)-3-Methyl-morpholin-4-yl)-9-(2-oxo-2-piperidin-4-yl-ethyl)-8-trifluoromethyl-6,7,8,9-tetrahydro-pyrimido[1,2-a]-pyrimidin-4-one